BrC1=C2C=NN(C2=CC2=C1C(CCC2)=O)C2OCCCC2 4-bromo-1-(tetrahydro-2H-pyran-2-yl)-1,6,7,8-tetrahydro-5H-benzo[f]indazol-5-one